I.FC(CC1=C2C=CNC2=C(C(=C1OC=1C=CC(=C(C(=N)SC)C1)F)F)F)F methyl 5-((4-(2,2-difluoroethyl)-6,7-difluoro-1H-indol-5-yl)oxy)-2-fluorobenzimidothioate hydroiodide